N,N'-dimethylimidazolium CN1C=[N+](C=C1)C